(S)-quinuclidin-3-yl (5'-(4-chlorophenyl)-1',3'-dihydrospiro[cyclopropane-1,2'-inden]-1'-yl)carbamat ClC1=CC=C(C=C1)C=1C=C2CC3(C(C2=CC1)NC(O[C@@H]1CN2CCC1CC2)=O)CC3